6,9,2,5-octadecatetraenoic acid C(C=CCC=C=CCC=CCCCCCCCC)(=O)O